FC=1C=C(C=C2C(=C(NC12)C1=CC=C(C=C1)F)C(=O)OC)C methyl 7-fluoro-2-(4-fluorophenyl)-5-methyl-1H-indole-3-carboxylate